ClC1=C(C=C(C(=C1)OCC(=C)C)O)CN1OCC(C1)(C)C 2-[[2-Chloro-5-hydroxy-4-(2-methylallyloxy)phenyl]methyl]-4,4-dimethyl-isoxazolidin